C[SiH](OCO[Si](C([Si](O[SiH](O[Si](C([Si](OC)(OC)OC)C)(C)C)C)(C)C)C)(OC)OC)C ((dimethylsilyl)oxy)-3,3,11,11-tetramethoxy-4,5,5,7,9,9,10-heptamethyl-2,6,8,12-tetraoxa-3,5,7,9,11-pentasilatridecane